ClC1=C(C(=CC=C1Cl)OCOC)[C@@H](CC(C(=O)OCC)=C)NS(=O)(=O)C1=CC=C(C=C1)C ethyl (4R)-4-[2,3-dichloro-6-(methoxymethoxy)phenyl]-4-(4-methylbenzenesulfonamido)-2-methylidenebutanoate